2'-chloro-N-(5-(5-chloro-6-methoxypicolinoyl)-5,6-dihydro-4H-pyrrolo[3,4-d]thiazol-2-yl)-5'-methoxy-6-methyl-[4,4'-bipyridine]-3-carboxamide ClC1=NC=C(C(=C1)C1=C(C=NC(=C1)C)C(=O)NC=1SC2=C(N1)CN(C2)C(C2=NC(=C(C=C2)Cl)OC)=O)OC